C(C1=CC=CC=C1)(=O)NC=1C=C(CN[C@H]2C[C@H](N(C2)C(=O)OC(C)(C)C)C(=O)OC)C=CC1 1-(tert-butyl) 2-methyl (2S,4S)-4-((3-benzamidobenzyl)amino)pyrrolidine-1,2-dicarboxylate